4-((2-fluoro-4-chlorobenzyl)amino)-2-((1-methyl-1H-pyrazol-4-yl)amino)pyrimidin-5-carboxamide FC1=C(CNC2=NC(=NC=C2C(=O)N)NC=2C=NN(C2)C)C=CC(=C1)Cl